COC(=O)C1=NC=C(C(=C1)OC)OCC1=CC=C(C=C1)F 5-(4-fluoro-benzyloxy)-4-methoxy-pyridine-2-carboxylic acid methyl ester